ClC=1C(=CC2=C([C@@H]([C@](O2)(C2=CC=CC=C2)CN(C(OC(C)(C)C)=O)C)C)C1C1=C(C(=CC=C1C#N)OC)F)F tert-butyl (((2S,3S,4S)-5-chloro-4-(6-cyano-2-fluoro-3-methoxyphenyl)-6-fluoro-3-methyl-2-phenyl-2,3-dihydrobenzofuran-2-yl)methyl)(methyl)carbamate